FC=1C(=C(C=C(C1)N1N=C(N=C1)C)O)C=1N=C2N(C=CC(=N2)C2CC(NC(C2)(C)C)(C)C)C1 3-fluoro-5-(3-methyl-1H-1,2,4-triazol-1-yl)-2-(7-(2,2,6,6-tetramethylpiperidin-4-yl)imidazo[1,2-a]pyrimidin-2-yl)phenol